N-(4-chlorobenzo[d]isoxazol-3-yl)benzo[d]thiazole-4-sulfonamide ClC1=CC=CC2=C1C(=NO2)NS(=O)(=O)C=2C=CC=C1C2N=CS1